NC1=NC(=NN2C1=NC=C2CC=2C=C(C(=NC2)N2CCN(CC2)CCNC(OC(C)(C)C)=O)C)OCCCC tert-butyl (2-(4-(5-((4-amino-2-butoxyimidazo[2,1-f][1,2,4]triazin-7-yl)methyl)-3-methylpyridin-2-yl)piperazin-1-yl)ethyl)carbamate